(1aRS,7bSR)-5-{2-[((R)-1-ethylpyrrolidin-3-yl)amino]-benzenesulfonylamino}-1,1a,2,7b-tetrahydrocyclopropa-[c]benzopyran-4-carboxylic acid C(C)N1C[C@@H](CC1)NC1=C(C=CC=C1)S(=O)(=O)NC1=C(C2=C([C@@H]3[C@H](CO2)C3)C=C1)C(=O)O |&1:22,23|